P(=O)([O-])([O-])[O-].[NH4+].[Mg+2] magnesium ammonium phosphate salt